FC1(C[C@H](N(C1)C(CN1C[C@H](CC1)OC1=CC=NC2=C(C=CC=C12)C(F)(F)F)=O)C#N)F (S)-4,4-difluoro-1-(2-((S)-3-((8-(trifluoromethyl)quinolin-4-yl)oxy)pyrrolidin-1-yl)acetyl)pyrrolidine-2-carbonitrile